6-Bromo-1-(2-chlorophenyl)-4-(methylamino)-7-(trifluoromethyl)quinazolin-2(1H)-one BrC=1C=C2C(=NC(N(C2=CC1C(F)(F)F)C1=C(C=CC=C1)Cl)=O)NC